tert-butyl ((1s,3s)-3-methyl-3-((6-(1-methyl-1H-pyrazol-4-yl)pyrazolo[1,5-a]pyrazin-4-yl)oxy)cyclobutyl)carbamate CC1(CC(C1)NC(OC(C)(C)C)=O)OC=1C=2N(C=C(N1)C=1C=NN(C1)C)N=CC2